[Na+].P(=O)(OCCCCCCCCCCCC)([O-])O dodecyl phosphate monosodium salt